ClC=1C(=CC(=C(C1)NC(=O)C1[C@@H]2CC=3C(=NNC(C3)=O)[C@@H]1CC2)F)C=2C=NC=C(C2)CF (6S,9R)-N-(5-chloro-2-fluoro-4-(5-(fluoromethyl)pyridin-3-yl)phenyl)-3-oxo-3,5,6,7,8,9-hexahydro-2H-6,9-methano-cyclohepta[c]pyridazine-10-carboxamide